4-{(S)-8-[3-(1,2,3,4-tetrahydro-3-quinolyl)propionyl]-1-oxa-8-aza-3-spiro[4.5]decylamino}-2-toluonitrile N1CC(CC2=CC=CC=C12)CCC(=O)N1CCC2(C[C@@H](CO2)NC=2C=C(C(=CC2)C)C#N)CC1